3-chloro-2-(2-chloroethoxy)-5-[1-methyl-1-[4-[(4-methylsulfanyl-thiazol-2-yl)methoxy]phenyl]ethyl]benzonitrile ClC=1C(=C(C#N)C=C(C1)C(C)(C1=CC=C(C=C1)OCC=1SC=C(N1)SC)C)OCCCl